ClC1=C(C(=CC=C1)Cl)COC=1C=CC(=NC1)C1=NC(=NN1)CO (5-{5-[(2,6-dichlorophenyl)methoxy]pyridin-2-yl}-1H-1,2,4-triazol-3-yl)methanol